C(#N)C1=C(C(=NC(=C1)CC1=C(C=CC=C1)C)C(CCC(=O)O)=O)O 4-[4-Cyano-3-hydroxy-6-(2-methyl-benzyl)-pyridin-2-yl]-4-oxo-butyric acid